6-[5-[1-[[6,8-bis(trifluoromethyl)quinazolin-4-yl]amino]ethyl]-1,2,4-triazol-1-yl]pyridine-3-carbonitrile FC(C=1C=C2C(=NC=NC2=C(C1)C(F)(F)F)NC(C)C1=NC=NN1C1=CC=C(C=N1)C#N)(F)F